2-ethyl-4-methylimidazole, tetraphenylborate salt C1(=CC=CC=C1)[B-](C1=CC=CC=C1)(C1=CC=CC=C1)C1=CC=CC=C1.C(C)C=1NC=C(N1)C